1,3-dioxahexane OCOCCC